BrC1=CC(=C(C(=C1)F)C(CCC(=O)O)C#N)F 4-(4-bromo-2,6-difluorophenyl)-4-cyanobutanoic acid